OC=1C=CC=C2C(C=C(OC12)C1=CC(=C(C=C1)O)O)=O 8,3',4'-trihydroxyflavone